N-(2-((1s,3s)-3-aminocyclobutane-1-carboxamido)ethyl)-4-((3-(1-(2,2-difluoroethyl)-3-(trifluoromethyl)-1H-pyrazol-4-yl)imidazo[1,2-a]pyrazin-8-yl)amino)-2-ethylbenzamide formate C(=O)O.NC1CC(C1)C(=O)NCCNC(C1=C(C=C(C=C1)NC=1C=2N(C=CN1)C(=CN2)C=2C(=NN(C2)CC(F)F)C(F)(F)F)CC)=O